7-[[4-[[(1S)-2-hydroxy-1-phenyl-ethyl]amino]-5-(1H-tetrazol-5-yl)pyrimidin-2-yl]amino]-3,3-dimethyl-2,4-dihydroisoquinolin-1-one OC[C@H](C1=CC=CC=C1)NC1=NC(=NC=C1C1=NN=NN1)NC1=CC=C2CC(NC(C2=C1)=O)(C)C